3-(6-amino-7-methoxy-1-methyl-indazol-3-yl)piperidine-2,6-dione NC1=CC=C2C(=NN(C2=C1OC)C)C1C(NC(CC1)=O)=O